S1C(=CC=C1)C1=NC(=C(C=C1C(=O)C1=CC=CC=C1)C(=O)C1=CC=CC=C1)C=1SC=CC1 2,6-Bis(thiophen-2-yl)pyridin-3,5-diyl-bis(phenylmethanone)